C(C)C1=C(C(=C(C(=N1)C(=O)O)C(=O)O)CC)C diethyl-5-picoline-2,3-dicarboxylic acid